[I-].C(CCCCCCCCCCCCCCC)[N+](CCO)(CCO)CCO cetyl-tris(hydroxyethyl)ammonium iodide